di-tert-butyl (2-oxopropane-1,3-diyl)dicarbamate O=C(CNC(OC(C)(C)C)=O)CNC(OC(C)(C)C)=O